C1(CC1)C[C@H](C(=O)O)C (R)-3-cyclopropyl-2-methylpropanoic acid